[C@H]1([C@H](O)[C@@H](O)[C@@H](O)[C@H](O1)CO)OC[C@@H]([C@@H]([C@@H](CCCCC)O)O)NC(CCCCCCCCCCCCCCCCCCCCCCC)=O (2S,3S,4R)-1-O-(α-D-galactosyl)-2-(N-tetracosanoylamino)-1,3,4-nonanetriol